4-(6-fluoro-4-iodopyridin-2-yl)morpholine Ethyl-2-methylbutyrat C(C)OC(C(CC)C)=O.FC1=CC(=CC(=N1)N1CCOCC1)I